(3R,4S)-4-allyl-1-(((benzyloxy)carbonyl)-L-alanyl)-3-((tert-butoxycarbonyl)amino)pyrrolidine-3-carboxylic acid C(C=C)[C@@H]1[C@@](CN(C1)C([C@@H](NC(=O)OCC1=CC=CC=C1)C)=O)(C(=O)O)NC(=O)OC(C)(C)C